C(C)(=O)NC=1SC(=CN1)CN1CCC(CC1)=CC(=O)NC1=CC(=C(C=C1)OC)OC 2-(1-((2-acetamidothiazol-5-yl)methyl)piperidin-4-ylidene)-N-(3,4-dimethoxyphenyl)acetamide